CN1N=CC(=C1C=1C=NC=2CCN(CC2C1)C=1C(=CC=2N(N1)C=CN2)C)C 3-(2,4-dimethylpyrazol-3-yl)-6-(7-methylimidazo[1,2-b]pyridazin-6-yl)-7,8-dihydro-5H-1,6-naphthyridine